COC1=CC=2N(C=C1C(=O)Cl)C=CN2 7-methoxyimidazo[1,2-a]pyridine-6-carbonyl chloride